[(2R,3S,4R,5R)-5-[6-(benzylamino)-2-cyano-purin-9-yl]-3,4-dihydroxy-tetrahydrofuran-2-yl]methoxymethyl-phosphonic acid C(C1=CC=CC=C1)NC1=C2N=CN(C2=NC(=N1)C#N)[C@H]1[C@@H]([C@@H]([C@H](O1)COCP(O)(O)=O)O)O